BrCC(=O)C1=CC=C(S1)[C@H]1O[C@@H]2CN([C@H]1C2)C(=O)OC(C)(C)C tert-butyl (1S,3S,4S)-3-(5-(2-bromoacetyl)thiophen-2-yl)-2-oxa-5-azabicyclo[2.2.1]heptane-5-carboxylate